BrC1=NO[C@H](C1)C=1C=CC(=C(C1)NC1=NC=C(C=C1)C(F)(F)F)C N-[5-[(5R)-3-bromo-4,5-dihydroisoxazol-5-yl]-2-methyl-phenyl]-5-(trifluoromethyl)pyridin-2-amine